C1=CC=CC=2[Se]C3=CC=CC=C3N(C12)C1=CC=C([Te]1)C=C1C(C2=CC=CC=C2C1=O)=O 2-((5-(10H-phenoselenazin-10-yl)tellurophen-2-yl)methylene)-1H-indene-1,3(2H)-dione